6-(3-amino-6-(2-fluoro-4-morpholinophenyl)pyrazin-2-yl)-3,4-dihydroisoquinolin-1(2H)-one NC=1C(=NC(=CN1)C1=C(C=C(C=C1)N1CCOCC1)F)C=1C=C2CCNC(C2=CC1)=O